C(C)(C)(C)OCCCCCC[SiH2]C (t-Butoxyhexyl)methylsilane